2-chloro-3-(6,8-difluoro-1,2,3,4-tetrahydroquinolin-1-yl)-6-trifluoromethanesulfonyl-benzonitrile ClC1=C(C#N)C(=CC=C1N1CCCC2=CC(=CC(=C12)F)F)S(=O)(=O)C(F)(F)F